2-[[2-[2-[3-(N'-acetoxycarbamimidoyl)phenyl]-1-(benzenesulfonamido)ethyl]-1,3-benzothiazol-6-yl]oxy]ethyl acetate C(C)(=O)OCCOC1=CC2=C(N=C(S2)C(CC2=CC(=CC=C2)C(N)=NOC(C)=O)NS(=O)(=O)C2=CC=CC=C2)C=C1